C(C)(C)(C)OC(=O)N1C[C@@H]([C@@H](CC1)OC1=C2C(=NC(=N1)Cl)NN=C2C)F tert-butyl-(3S,4R)-4-((6-chloro-3-methyl-1H-pyrazolo[3,4-d]pyrimidin-4-yl)oxy)-3-fluoropiperidine-1-carboxylate